(3-(4-((3-(2,3-difluoro-4-methoxyphenyl)imidazo[1,2-a]pyrazin-8-yl)amino)-2-ethylbenzamido)propyl)glycine FC1=C(C=CC(=C1F)OC)C1=CN=C2N1C=CN=C2NC2=CC(=C(C(=O)NCCCNCC(=O)O)C=C2)CC